C(C)(C)(C)OC(=O)C1NC(CC1)=O 5-Oxopyrrolidine-2-carboxylic acid tert-butyl ester